5-amino-3-methylthio-1,2,4-triazole NC1=NC(=NN1)SC